lithium (2,2,6,6-tetramethylpiperidin-1-yl)zinc (II) chloride [Cl-].CC1(N(C(CCC1)(C)C)[Zn+])C.[Li]